3-chloro-4-(2,2,2-trifluoroethyl)aniline ClC=1C=C(N)C=CC1CC(F)(F)F